C(CCCCCCCCCCCCCCC)OC=O monohexadecyl-carboxylate